ethyl 5-(N-(4-chloro-2-((N-(furan-2-ylmethyl) cyclohexanecarboxamido) methyl) phenyl)-N-ethylsulfamoyl)-3-methylbenzofuran-2-carboxylate ClC1=CC(=C(C=C1)N(S(=O)(=O)C=1C=CC2=C(C(=C(O2)C(=O)OCC)C)C1)CC)CN(C(=O)C1CCCCC1)CC=1OC=CC1